N1(CCOCC1)C1=C(C=C(C=C1)C(F)(F)F)NC(=O)C=1C=NC=CC1 N-[2-(morpholin-4-yl)-5-(trifluoromethyl)phenyl]pyridine-3-carboxamide